C(#N)C(C(=O)OCC)C(NC1CC1)=S ethyl 2-cyano-2-(cyclopropylcarbamothioyl)acetate